2-[(3,5-difluorophenyl)methyl]benzonitrile FC=1C=C(C=C(C1)F)CC1=C(C#N)C=CC=C1